(4-Chloro-3-(5-(2-methyl-[1,1'-biphenyl]-3-yl)-1,3,4-oxadiazol-2-yl)benzyl)glycine ClC1=C(C=C(CNCC(=O)O)C=C1)C=1OC(=NN1)C=1C(=C(C=CC1)C1=CC=CC=C1)C